[Ru].ClC=1C(=C(C=CC1)P(C1=CC=CC=C1)(C1=CC=CC=C1)=C1N(C=CN1)C1(CC(=CC=C1)C=C1C=CC=C2C3=CC=CC=C3C=C12)C)Cl dichloro(fluorenylidene)(1,3-dimethylphenyl-dihydroimidazolylidene)(triphenylphosphine) ruthenium